OC(=O)C(F)(F)F.NC1=C(C(=O)O)C=C(C=N1)C1=CC=C(C=C1)[C@@]12CN(C[C@H]2C1)C1CCOCC1 2-amino-5-(4-((1R,5S)-3-(tetrahydro-2H-pyran-4-yl)-3-azabicyclo[3.1.0]hexan-1-yl)phenyl)nicotinic acid TFA salt